Cl.Cl.ClC=1C(=NC2=CC=C(C=C2C1)C=1C=C(C=CC1)[C@@H](C)N)N1CCNCC1 (1R)-1-[3-(3-chloro-2-piperazin-1-yl-6-quinolyl)phenyl]ethanamine dihydrochloride